FC=1C(=CC=2C3=C(C=NC2C1)N(C(C31CN(C1)C1=CC=NC=C1)=O)C)C=1C=C(C(=NC1)OCCNC(C)C)NS(=O)(=O)C N-(5-(7'-Fluoro-3'-methyl-2'-oxo-1-(pyridin-4-yl)-2',3'-dihydrospiro[azetidine-3,1'-pyrrolo[2,3-c]quinolin]-8'-yl)-2-(2-(isopropylamino)ethoxy)pyridin-3-yl)methanesulfonamide